2-(3,4-dichlorophenyl)-6-[[ethoxycarbonyl(methyl)amino]methyl]-1-ethyl-4-oxo-pyridine-3-carboxylic acid ClC=1C=C(C=CC1Cl)C=1N(C(=CC(C1C(=O)O)=O)CN(C)C(=O)OCC)CC